2-methoxy-N-(oxan-4-yl)-3-[3-(pyrrolidin-1-yl)propoxy]-7,8,9,10-tetrahydrophenanthridin-6-amine formate C(=O)O.COC1=CC2=C3CCCCC3=C(N=C2C=C1OCCCN1CCCC1)NC1CCOCC1